BrC1=CC(=C(C=O)C=C1)OCCOC1=NC(=CC=C1)Cl 4-bromo-2-[2-[(6-chloro-2-pyridyl)oxy]ethoxy]benzaldehyde